C(C)ONC(=O)[C@H]1N2C(N([C@H](CC1)C2)OS(=O)(=O)O)=O.[NH+]2=CC=CC=C2 pyridinium (2S,5R)-N-ethoxy-7-oxo-6-(sulfooxy)-1,6-diazabicyclo[3.2.1]octane-2-carboxamide